CC1=CC=C(C=N1)CNC(=O)C=1N=NN(C1)CCCCN1N=NC(=C1)NC(CC1=CC(=CC=C1)OC(F)(F)F)=O N-[(6-methylpyridin-3-yl)methyl]-1-[4-(4-{2-[3-(trifluoromethoxy)phenyl]acetamido}-1H-1,2,3-triazol-1-yl)butyl]-1H-1,2,3-triazole-4-carboxamide